FC1=C2C=C(C(N3C2=C(C(=C1N1CC(NS1(=O)=O)=O)O)CC3)=O)NCCC(C)C 5-(7-fluoro-9-hydroxy-5-(isopentylamino)-4-oxo-1,2-dihydro-4H-pyrrolo[3,2,1-ij]quinolin-8-yl)-1,2,5-thiadiazolidin-3-one-1,1-dioxide